Bis(2,3,4,5,6-pentafluorobenzoyl) peroxide FC1=C(C(=O)OOC(C2=C(C(=C(C(=C2F)F)F)F)F)=O)C(=C(C(=C1F)F)F)F